1-((1-(trifluoromethyl)cyclopropyl)methyl)-1H-benzo[d]imidazole-6-carboxylic acid FC(C1(CC1)CN1C=NC2=C1C=C(C=C2)C(=O)O)(F)F